ClC=1C(NCNC1)C 5-Chloro-4-methyl-1,4-dihydro-2H-pyrimidin